S1C(=NC2=C1C=CC=C2)NC2=CC1=C(N=N2)N(C(C1)C)C=1SC=C(N1)C(=O)OCC ethyl 2-{3-[(1,3-benzothiazol-2-yl)amino]-6-methyl-5H,6H,7H-pyrrolo[2,3-c]pyridazin-7-yl}-1,3-thiazole-4-carboxylate